BrCC(NCCNC(CSC(CCC(N([C@H](C(=O)[O-])C)C)=O)(C)C)=O)=O (S)-1-bromo-10,10,14,15-tetramethyl-2,7,13-trioxo-9-thia-3,6,14-triazahexadecan-16-oate